C(C)(C)(C)OC(=O)N1C[C@@](CC1)(C(=O)O)C |r| rac-1-(tert-butoxycarbonyl)-3-methylpyrrolidine-3-carboxylic acid